Cl.Cl.C1(CC1)CNC1(CNC1)CC N-(cyclopropylmethyl)-3-ethyl-azetidin-3-amine 2HCl